FC=1C=C(C=CC1F)NC(=S)N1CCC2(CNC2)CC1 N-(3,4-difluorophenyl)-2,7-diazaspiro[3.5]nonan-7-carbothioamide